C1(=CC=CC=C1)C(CCO)O 1-Phenyl-1,3-propandiol